C[C@@H]1[C@H]([C@H]([C@H](O1)O)O)O The molecule is a deoxypentose that is alpha-D-ribofuranose in which the hydroxy group at position 5 is substituted by a hydrogen. It is a deoxypentose and a 5-deoxy-D-ribofuranose.